OC[C@H]1O[C@H](CN(C1)C(C1=CC=CC=C1)(C1=CC=CC=C1)C1=CC=CC=C1)N1C=2N=C(NC(C2N=C1)=O)NC(C(C)C)=O N-(9-((2R,6S)-6-(hydroxymethyl)-4-tritylmorpholin-2-yl)-6-oxo-6,9-dihydro-1H-purin-2-yl)isobutyramide